C1(CC1)C=1C2=C(C(N(C1)C1=CC(=CC=C1)C1(CCC1)CC1=NN=CN1C)=O)NC(=C2)CN2C[C@H](CCC2)C 4-cyclopropyl-2-[[(3S)-3-methyl-1-piperidinyl]methyl]-6-[3-[1-[(4-methyl-1,2,4-triazol-3-yl)methyl]cyclobutyl]phenyl]-1H-pyrrolo[2,3-c]pyridin-7-one